N1(CCCC2=CC=CC=C12)C(=O)ON=CC1=CC(=CC=C1)OC1=CC=CC=C1 3-phenoxybenzaldehyde O-(1,2,3,4-tetrahydroquinoline-1-carbonyl) oxime